CC(C)CCC[C@@H](C)[C@H]1CC[C@H]2[C@@H]3CC=C4C[C@H](CC[C@]4(C)[C@H]3CC[C@]12C)OCCCCCCCCO[C@H](CN(C)C)COCC=CCCCCC\C=C/CCCCCCCC (2R)-2-({8-[(3β)-cholest-5-en-3-yloxy]octyl}oxy)-N,N-dimethyl-3-[(9Z,12Z)-octadeca-9,2-dien-1-yloxy]propan-1-amine